C(#C)C=1C=CC2=C(C(=N[C@H](C=3N2C=NC3C3=NC(=NO3)C)C)C3=C(C=CC=C3)F)C1 (S)-5-(8-ethynyl-6-(2-fluorophenyl)-4-methyl-4H-benzo[f]imidazo[1,5-a][1,4]diazepin-3-yl)-3-methyl-1,2,4-oxadiazole